[4-[(2-Hydroxytetradecyl)oxy]phenyl]phenyliodonium OC(COC1=CC=C(C=C1)[I+]C1=CC=CC=C1)CCCCCCCCCCCC